CC1(COC1)OCC1COCC(O1)COC1=CC=C(C=C1)C=1C=C(C(NC1C(F)(F)F)=O)C(=O)N 5-(4-((6-(((3-methyloxetan-3-yl)oxy)methyl)-1,4-dioxan-2-yl)methoxy)phenyl)-2-oxo-6-(trifluoromethyl)-1,2-dihydropyridine-3-carboxamide